3,8-dimethyl-3,9-dihydro-2H-purin-2-one CN1C(N=CC=2N=C(NC12)C)=O